C1OC=2C=C(CC(NCCC)C)C=CC2O1 3,4-methylenedioxy-N-propylamphetamine